(1R,5S)-3-methyl-3-azabicyclo[3.1.0]hexan CN1C[C@@H]2C[C@@H]2C1